N-ethyl-N-propyl-2,6-dimethylpiperidinium bisulfate S([O-])(O)(=O)=O.C(C)[N+]1(C(CCCC1C)C)CCC